2-(benzyloxy)-5-(4,4-difluoropiperidin-3-yl)pyrazine C(C1=CC=CC=C1)OC1=NC=C(N=C1)C1CNCCC1(F)F